P(O)(=O)(OP(=O)(O)OP(=O)(O)O)OC[C@@]1([C@H]([C@]([C@@H](O1)N1C(=O)N=C(N)C=C1)(O)F)O)CCl 2'-Fluoro-4'-Chloromethyl-Cytidine Triphosphate